2-(2,6-dioxo-3-piperidinyl)-5-[4-[[4-(4-piperidinylmethoxy)-1-piperidinyl]methyl]-1-piperidinyl]isoindoline-1,3-dione O=C1NC(CCC1N1C(C2=CC=C(C=C2C1=O)N1CCC(CC1)CN1CCC(CC1)OCC1CCNCC1)=O)=O